ClC=1C=C(OC2=C3C=NNC3=C(C=C2)S(=O)(=O)C(F)(F)F)C=C(C1)OC(F)(F)F 4-[3-Chloro-5-(trifluoromethoxy)phenoxy]-7-(trifluoromethylsulfonyl)-1H-indazole